N-propyl-N'-methylimidazole C(CC)N1CN(C=C1)C